(3S)-3-carbamoyl-3-methylpyrrolidine-1-carboxylic acid benzyl ester C(C1=CC=CC=C1)OC(=O)N1C[C@@](CC1)(C)C(N)=O